2-(6-cyclopropyl-4-(methoxymethoxy)benzofuran-5-yl)-4,4,5,5-tetramethyl-1,3,2-dioxaborolane C1(CC1)C1=CC2=C(C=CO2)C(=C1B1OC(C(O1)(C)C)(C)C)OCOC